C(CCCCCCCCC)(=O)OC[C@@H](OC(CCCCCCCCC)=O)COP(=O)(O)OC[C@H](N)C(=O)O 1,2-didecanoyl-sn-glycero-3-phospho-L-serine